[OH-].[Li+].ClC=1C=CC(=C(C1)CC(=O)O)C#N 2-(5-chloro-2-cyanophenyl)acetic acid lithium hydroxide